C1(=CC=CC=C1)C(CC)NC(=O)C=1C=C2C=CN(C2=CC1)CC=1C=C(C=CC1)C1=CC(=CC=C1)C(=O)OC(C)(C)C tert-Butyl 3'-((5-((1-phenylpropyl)carbamoyl)-1H-indol-1-yl)methyl)-[1,1'-biphenyl]-3-carboxylate